C12CCCC2C1[C@@H](C(=O)O)NC(=O)OC(C)(C)C (2S)-2-(6-bicyclo[3.1.0]hexanyl)-2-(tertbutoxycarbonyl-amino)acetic acid